4-(3-[3-fluoro-4-[(piperazin-1-yl)carbonyl]phenyl]-4,4-dimethyl-5-oxo-2-thioxoimidazol-1-yl)-2-(trifluoromethyl)benzonitrile hydrochloride Cl.FC=1C=C(C=CC1C(=O)N1CCNCC1)N1C(N(C(C1(C)C)=O)C1=CC(=C(C#N)C=C1)C(F)(F)F)=S